O1CCCOC2=C1C=CC(=C2)\C=C/C(=O)C2=C(C=CC=C2)O (Z)-3-(3,4-Dihydro-2H-1,5-benzodioxepin-7-yl)-1-(2-hydroxyphenyl)prop-2-en-1-one